N1(CCOCC1)C=1C=C(N)C=CC1 3-morpholin-4-ylaniline